C(N)(=O)[C@@H]1C([C@@]2(CN1C(=O)O)C(NC1=CC=CC=C12)=O)([2H])[2H] (3R,5'S)-5'-carbamoyl-2-oxospiro[indoline-3,3'-pyrrolidine]-1'-carboxylic acid-4',4'-d2